COC(C(C(C)=O)C1=CC(=C(C=C1)Cl)C#N)=O 2-(4-Chloro-3-cyanophenyl)-3-oxobutanoic acid methyl ester